gold tellurium chloride [Te](Cl)Cl.[Au]